N[C@H]1CN(CCC1)C=1C=CC(=NC1)C1(COC1)C(=O)NC=1N=C2N(C(C1)=O)C=CC=C2 (R)-3-(5-(3-aminopiperidin-1-yl)pyridin-2-yl)-N-(4-oxo-4H-pyrido[1,2-a]pyrimidin-2-yl)oxetane-3-carboxamide